C1(=CC=CC=C1)C1=NC(=NC(=N1)C1=CC=CC=C1)C=1C=C(C=CC1)C1=C(C(=NC=C1N1C2=CC=CC(=C2C=2C(=CC=CC12)C)C)N1C2=CC=CC(=C2C=2C(=CC=CC12)C)C)N1C2=CC=CC(=C2C=2C(=CC=CC12)C)C 9,9',9''-(4-(3-(4,6-diphenyl-1,3,5-triazin-2-yl)phenyl)pyridine-2,3,5-triyl)tris(4,5-dimethyl-9H-carbazole)